6-acetyl-2-(2-bromo-4-chlorophenyl)-3-((1-(hydroxymethyl)cyclopropyl)methoxy)isoindolin-1-one C(C)(=O)C1=CC=C2C(N(C(C2=C1)=O)C1=C(C=C(C=C1)Cl)Br)OCC1(CC1)CO